ClC=1C=C(C=CC1F)C(C=1NC=C(N1)S(=O)(=O)N1CC(C1)CN)C1=CC(=C(C=C1)F)F (1-((2-((3-chloro-4-fluoro-phenyl)(3,4-difluorophenyl)methyl)-1H-imidazol-4-yl)sulfonyl)azetidin-3-yl)methanamine